C(=C)C1OCCCO1 2-vinyl-1,3-dioxane